NC1=NC=NC=2N(C3=C(C=C(C=C3C21)C)F)CC(=O)OCCCC butyl 2-(4-amino-8-fluoro-6-methyl-9H-pyrimido[4,5-b]indol-9-yl)acetate